N-(1,1-dioxido-2,3-dihydrothiophen-3-yl)-2-(2-fluoro-4-(2-methyl-1H-pyrrol-1-yl)phenyl)-N-((2-(1-hydroxycyclobutyl)pyridin-4-yl)methyl)acetamide O=S1(CC(C=C1)N(C(CC1=C(C=C(C=C1)N1C(=CC=C1)C)F)=O)CC1=CC(=NC=C1)C1(CCC1)O)=O